(S)-2-chloro-7-(1-methoxyethyl)pyrazolo[1,5-a]pyrimidine-6-carboxylic acid-1-d Cl[C@@H]1N(N2C(N=CC(=C2C(C)OC)C(=O)O)=C1)[2H]